[CH-]1C=CC=C1.[CH-]1C=CC=C1.[Zr+2] Zirconocene